C[C@@H]1N(C[C@H](NC1)C)C=1C=2C(N(C(N1)=O)C)=C(N(N2)C2OCCCC2)C 7-((2S,5R)-2,5-dimethylpiperazin-1-yl)-3,4-dimethyl-2-(tetrahydro-2H-pyran-2-yl)-2,4-dihydro-5H-pyrazolo[4,3-d]pyrimidin-5-one